dimethyl disulphide CSSC